2-hydrazinyl-7-nitro-3-((2-(trimethylsilyl)ethoxy)methyl)quinazolin N(N)C1N=C2C=C(C=CC2=CN1COCC[Si](C)(C)C)[N+](=O)[O-]